ClC1=NC=C(C(=C1)NCC[C@@H](C)O)C1=NN(C=C1C)C (R)-4-((2-Chloro-5-(1,4-dimethyl-1H-pyrazol-3-yl)pyridin-4-yl)amino)butan-2-ol